4-cyclohexyl-N2-(5-ethyl-1,3,4-thiadiazol-2-yl)-5-(1-methyl-1H-pyrazol-4-yl)pyrimidine-2,4-diamine C1(CCCCC1)C1(NC(=NC=C1C=1C=NN(C1)C)NC=1SC(=NN1)CC)N